N1=CNC=2C=NC=C(C21)C(=O)NCC=2OC1=C(C2)C=C(C=C1C(=O)OC)Cl Methyl 2-((3H-imidazo[4,5-c]pyridine-7-carboxamido)methyl)-5-chlorobenzofuran-7-carboxylate